P(=O)(OC1=CC=C(C=C1)C(C)C)(OC1=CC=C(C=C1)C)OC1=CC=C(C=C1)C p-isopropylphenyl di-p-tolyl phosphate